N[C@@H]1C2=CC=CC=C2CC12CCN(CC2)C=2NC(C1=C(N2)NN=C1[C@@H]1[C@@H](C1)C1=CC=CC=C1)=O 6-((S)-1-amino-1,3-dihydrospiro[indene-2,4'-piperidin]-1'-yl)-3-((1S,2R)-2-phenylcyclopropyl)-1,5-dihydro-4H-pyrazolo[3,4-d]pyrimidin-4-one